N1(C=NC=C1)C1=CC=CC(=N1)C(=O)NC1CCC(CC1)OC 6-(1H-imidazol-1-yl)-N-((1r,4r)-4-methoxycyclohexyl)pyridinecarboxamide